2,4,4-trimethyl-3-(3-methylbut-2-enoxymethyl)hexa-1,5-diene CC(=C)C(C(C=C)(C)C)COCC=C(C)C